ClC=1C(=C(C=CC1)NN1C(=CC=2C(NCCC21)=O)C2=C(C=NC=C2)OCC2=NC=C(C=C2)F)OC ((3-chloro-2-methoxyphenyl)amino)-2-(3-((5-fluoropyridin-2-yl)methoxy)pyridin-4-yl)-1,5,6,7-tetrahydro-4H-pyrrolo[3,2-c]pyridin-4-one